BrC1=CC=C(CN2N=NC(=C2)C=2N=NC=C(C2)OC)C=C1 3-(1-(4-bromobenzyl)-1H-1,2,3-triazol-4-yl)-5-methoxypyridazine